FC(C=1C=CC(=C2C=CC=NC12)N[C@H]1CN(CC1)CC(=O)N1[C@@H](CCC1)C#N)(F)F (2S)-1-[2-[(3R)-3-[[8-(trifluoromethyl)-5-quinolyl]amino]pyrrolidin-1-yl]acetyl]pyrrolidine-2-carbonitrile